2-(morpholinodithio)benzothiazole disulfide O1CCN(CC1)SSC=1S(C2=C(N1)C=CC=C2)(=S)=S